CN1N=NN=C1COC1=C(C(=O)O)C=CC(=N1)C(F)(F)F 2-((1-methyl-1H-tetrazol-5-yl)methoxy)-6-(trifluoromethyl)nicotinic acid